chroman-6-carboxylic acid [2-(4-hydroxy-piperidin-1-yl)-benzooxazol-5-yl]-amide OC1CCN(CC1)C=1OC2=C(N1)C=C(C=C2)NC(=O)C=2C=C1CCCOC1=CC2